4-acetylamino-3-chloro-6-(2,5-difluoro-4-(trimethylsilyl)phenyl)-pyridine-2-carboxylic acid methyl ester COC(=O)C1=NC(=CC(=C1Cl)NC(C)=O)C1=C(C=C(C(=C1)F)[Si](C)(C)C)F